6-Bromo-4-[(1S)-1-(pyridin-2-yl)ethoxy]pyrazolo[1,5-a]pyridine-3-carbonitrile BrC=1C=C(C=2N(C1)N=CC2C#N)O[C@@H](C)C2=NC=CC=C2